(1R)-1-cyclopropylpiperidin-3-amine C1(CC1)N1CC(CCC1)N